2-([6-[(2-Aminophenyl)sulfanyl]-3,5-bis(trifluoromethyl)-2-pyridinyl]sulfanyl)aniline NC1=C(C=CC=C1)SC1=C(C=C(C(=N1)SC1=C(N)C=CC=C1)C(F)(F)F)C(F)(F)F